diglyceryl monocaprate CCCCCCCCCC(=O)OCC(COCC(CO)O)O